heptamethyldiphenylnonachlorooctasilane C[Si]([Si]([Si]([Si]([Si]([Si]([Si]([Si](Cl)(Cl)Cl)(Cl)Cl)(Cl)Cl)(Cl)Cl)(C1=CC=CC=C1)C1=CC=CC=C1)(C)C)(C)C)(C)C